1-(1-(azetidin-3-yl)piperidin-4-yl)-3-(4-phenoxyphenyl)-1H-pyrazolo[3,4-d]pyrimidine-4-amine N1CC(C1)N1CCC(CC1)N1N=C(C=2C1=NC=NC2N)C2=CC=C(C=C2)OC2=CC=CC=C2